CC=1C=CC=2N(N1)C=C(N2)C(=O)N2CCC(CC2)C2=C(C=CC=C2)C(F)(F)F (6-methylimidazo[1,2-b]pyridazin-2-yl)(4-(2-(trifluoromethyl)phenyl)piperidin-1-yl)methanone